N1=CC(=CC=C1)C1=C(C(=CC=C1)C1=CC=CC=C1)C#N (pyridin-3-yl)-[1,1'-biphenyl]-2-carbonitrile